N-(4-hydroxybenzyl)adenine OC1=CC=C(CNC2=C3NC=NC3=NC=N2)C=C1